C(C)(C)(C)OC(=O)N1C(N(C2=C1C=CC=C2)CC2=CC=C(C=C2)CN=[N+]=[N-])=O 3-(4-(azidomethyl)benzyl)-2-oxo-2,3-dihydro-1H-benzo[d]imidazole-1-carboxylic acid tert-butyl ester